4-methyl-pentyl-lithium CC(CCC[Li])C